(1-phenyl-1H-pyrazol-4-yl)thiazole-4-carboxylic acid C1(=CC=CC=C1)N1N=CC(=C1)C=1SC=C(N1)C(=O)O